4,6-Diisopropyl-2-(trifluoromethyl)pyrimidin-5-amine C(C)(C)C1=NC(=NC(=C1N)C(C)C)C(F)(F)F